N-(3,4-difluorophenyl)-7-(6-morpholinylpyridin-3-yl)quinazolin-4-amine FC=1C=C(C=CC1F)NC1=NC=NC2=CC(=CC=C12)C=1C=NC(=CC1)N1CCOCC1